5-ETHYNYL-2-PYRIDINECARBOXALDEHYDE C(#C)C=1C=CC(=NC1)C=O